FC=1C(=C2C(=NC(=NN2C1)N[C@H](C)C1COC1)OC)C1=CC=2N(C=C1)N=CC2C(=O)NC (R)-5-(6-fluoro-4-methoxy-2-((1-(oxetan-3-yl)ethyl)amino)pyrrolo[2,1-f][1,2,4]triazin-5-yl)-N-methylpyrazolo[1,5-a]pyridine-3-carboxamide